BrC1=CC(=C2C(N(C(C2=C1)=O)C1C(NC(CC1)=O)=O)=O)OC 6-bromo-2-(2,6-dioxo-3-piperidyl)-4-methoxy-isoindoline-1,3-dione